antimony sulfide oxide [Sb](=S)=O